ClC=1C(=NC=CC1SC=1N=C2C(=NC1)NC(=N2)N2CCC1(CC2)[C@@H](C=2C(=NC=CC2)C1)N)OC1COC1 (S)-1'-(5-((3-chloro-2-(oxetan-3-yloxy)pyridin-4-yl)thio)-1H-imidazo[4,5-b]pyrazin-2-yl)-5,7-dihydrospiro[cyclopenta[b]pyridine-6,4'-piperidin]-5-amine